4-amino-2-(4-tert-butylphenyl)-6-(difluoromethyl)pyrimidine-5-carbonitrile NC1=NC(=NC(=C1C#N)C(F)F)C1=CC=C(C=C1)C(C)(C)C